ethyl-1-((4-bromo-1H-pyrazol-1-yl)methyl)cyclopropan-1-ol C(C)C1C(C1)(O)CN1N=CC(=C1)Br